ClC1=C(C=CC(=C1)OC1=CC=CC=C1)C(=O)C1=CNC=2N=CN=C(C21)N2CC(CC2)O (2-chloro-4-phenoxyphenyl)(4-(3-hydroxypyrrolidin-1-yl)-7H-pyrrolo[2,3-d]pyrimidin-5-yl)methanone